OCCCCCCN1CC(C(C1)C(=O)N[C@@H]1[C@H](C1)C1=CC=CC=C1)C(=O)N (6-hydroxyhexyl)-N4-((1s,2R)-2-phenyl-cyclopropyl)-pyrrolidine-3,4-dicarboxamide